C(CCC)(=O)NC1(CN(C1)C(=O)[C@@H]1CC[C@H]2N1C([C@H](CCCC2)NC(=O)C2=CC1=C(S2)C=CC(=C1)C(F)(F)P(O)(O)=O)=O)C1=NC=CC=C1 ((2-(((3S,6S,10aS)-3-(3-butyramido-3-(pyridin-2-yl)azetidine-1-carbonyl)-5-oxodecahydropyrrolo[1,2-a]azocin-6-yl)carbamoyl)benzo[b]thiophen-5-yl)difluoromethyl)phosphonic acid